C(C)OC(=O)C=1C(=NN2C1NC(=CC2=O)Cl)Br 2-bromo-5-chloro-7-oxo-4,7-dihydropyrazolo[1,5-a]pyrimidine-3-carboxylic acid ethyl ester